BrC1=C(C=CC(=C1)OC)I 2-bromo-1-iodo-4-methoxybenzene